3-iodo-6-((2,2,6,6-tetramethylpiperidin-4-yl)oxy)pyridazine IC=1N=NC(=CC1)OC1CC(NC(C1)(C)C)(C)C